C(#N)C=1C=NN2C1C(=CC(=C2)OCC)C=2C=CC(=NC2)N2CCC(CC2)(CN2CCN(CC2)CC)NC(C2=NC=CC=C2C(F)(F)F)=O N-(1-(5-(3-cyano-6-ethoxypyrazolo[1,5-a]pyridin-4-yl)pyridin-2-yl)-4-((4-ethylpiperazin-1-yl)methyl)piperidin-4-yl)-3-(trifluoromethyl)picolinamide